ethyl 5-((cyclopropylmethyl)amino)-2-methylbenzofuran-3-carboxylate C1(CC1)CNC=1C=CC2=C(C(=C(O2)C)C(=O)OCC)C1